2-((9H-fluoren-9-yl)methyl) 5-(tert-butyl) (1S,4S)-2,5-diazabicyclo[2.2.1]heptane-2,5-dicarboxylate [C@@H]12N(C[C@@H](N(C1)C(=O)OC(C)(C)C)C2)C(=O)OCC2C1=CC=CC=C1C=1C=CC=CC21